FCC=1N=C2N(C(C1C=1C=NN(C1)CC(C(F)(F)F)(F)F)=O)C=CC(=C2)C#N 2-(fluoromethyl)-4-oxo-3-(1-(2,2,3,3,3-pentafluoropropyl)-1H-pyrazol-4-yl)-4H-pyrido[1,2-a]pyrimidine-8-carbonitrile